1-((5H-imidazo[5,1-a]isoindol-5-yl)methyl)cyclopropane-1-carbonitrile C=1N=CN2C1C1=CC=CC=C1C2CC2(CC2)C#N